C(C)(C)(C)OC(=O)NCCC=1SC(=C(N1)C(=O)OCC)Cl ethyl 2-(2-{[(tert-butoxy) carbonyl] amino} ethyl)-5-chloro-1,3-thiazole-4-carboxylate